iron-manganese-cadmium [Cd].[Mn].[Fe]